CC1=NC(=CC(=C1)C=1NC2=CC=C(C=C2C1C(C)C)C1CCC(CC1)O)C 4-(2-(2,6-Dimethylpyridin-4-yl)-3-isopropyl-1H-indol-5-yl)cyclohexanol